(S)-tert-butyl (3-(butylthio)-1-cyanopropyl)carbamate C(CCC)SCC[C@@H](C#N)NC(OC(C)(C)C)=O